FC1=C(CC2=C3N(C=C(N2)C2=CC=CC=C2)C(C(=N3)CC=3OC(=C(C3)CC)C)=O)C=CC=C1F 8-(2,3-Difluorobenzyl)-2-((4-ethyl-5-methylfuran-2-yl)methyl)-6-phenylimidazo[1,2-a]pyrazin-3(7H)-one